2-(2'-hydroxyl-3',5'-di-tert-butyl-phenyl)-benzotriazole OC1=C(C=C(C=C1C(C)(C)C)C(C)(C)C)N1N=C2C(=N1)C=CC=C2